tert-butyl 4-(2-((4-chloro-2-fluorobenzyl) oxy) pyrimidin-4-yl)-5,6-dihydropyridine-1(2H)-carboxylate ClC1=CC(=C(COC2=NC=CC(=N2)C2=CCN(CC2)C(=O)OC(C)(C)C)C=C1)F